N4-(pyridine-2-yl)cyclohexane-1,4-diamine N1=C(C=CC=C1)NC1CCC(CC1)N